S1C(=CC2=C1CNCC2)C(=O)N 4,5,6,7-tetrahydrothieno[2,3-c]pyridine-2-carboxamide